C1(CC1)C1=C(C(=NO1)C1=C(C=NC=C1Cl)Cl)C1=CC2(C1)CCN(CC2)C=2SC1=C(N2)C=C(C(=C1)C(=O)O)OC 2-(2-(5-cyclopropyl-3-(3,5-dichloropyridin-4-yl)isoxazol-4-yl)-7-azaspiro[3.5]non-1-en-7-yl)-5-methoxybenzo[d]thiazole-6-carboxylic acid